6-oleyl-amino-1,3,5-triazine-2,4-dithiol monopotassium [K].C(CCCCCCC\C=C/CCCCCCCC)C1=NC(=NC(=N1)SN)S